[Bi].[Bi]=[Se] bismuth selenide bismuth